6-(4,4-Difluoropiperidin-1-yl)-4-methylpyridin FC1(CCN(CC1)C1=CC(=CC=N1)C)F